O=C1C2=C(N=C(N1)C1=CC=C(C(=O)OC)C=C1)CCSC2 methyl 4-(4-oxo-3,5,7,8-tetrahydro-4H-thiopyrano[4,3-d]pyrimidin-2-yl)benzoate